6-fluoro-1H-pyrrolo[3,2-b]pyridin-3-amine FC=1C=C2C(=NC1)C(=CN2)N